FC(OC1=CC=C(CSC=2N(C(=NN2)C2=CC=C(N(C)C)C=C2)C)C=C1)F 4-(5-((4-(difluoromethoxy)benzyl)thio)-4-methyl-4H-1,2,4-triazol-3-yl)-N,N-dimethylaniline